ClC1=C(C=CC(=C1)C)C#C[Si](C)(C)C ((2-chloro-4-methylphenyl)ethynyl)trimethylsilane